cobalt (2R,5R)-5-(4-amino-2-oxopyrimidin-1(2H)-yl)-tetrahydrofuran NC1=NC(N(C=C1)[C@H]1CCCO1)=O.[Co]